COC=1C=C(C=CC1OCC1=C(C=C(C=C1)OC)C(F)(F)F)C1C=2C(NC(C1)=O)=CNN2 7-(3-methoxy-4-{[4-methoxy-2-(trifluoromethyl)phenyl]methoxy}phenyl)-2H,4H,5H,6H,7H-pyrazolo[4,3-b]pyridin-5-one